(3Z)-6-(ethoxymethoxy)-3-hexenyl-magnesium iodide C(C)OCOCC\C=C/CC[Mg]I